2-Hydroxy-2-(2-(4-iodobenzoyl)hydrazino)acetic acid ethyl ester C(C)OC(C(NNC(C1=CC=C(C=C1)I)=O)O)=O